tert-butyl (R)-3-([1,1'-biphenyl]-3-yl)pyrrolidine-1-carboxylate C1(=CC(=CC=C1)[C@@H]1CN(CC1)C(=O)OC(C)(C)C)C1=CC=CC=C1